CC1C(=CC2=CC=CC=C12)[Li] (1-methyl)indenyl-lithium